ClC=1C(=NC(=NC1)N[C@H]1[C@@H](COCC1)O)C1=CC=C2C(C=C(N(C2=C1)C(C)C)C(=O)O)=O 7-(5-chloro-2-(((3s,4r)-3-hydroxytetrahydro-2H-pyran-4-yl)amino)pyrimidin-4-yl)-1-isopropyl-4-oxo-1,4-dihydroquinoline-2-carboxylic acid